C(C1=CC=CC=C1)OCCC(CC#N)=O 5-benzyloxy-3-oxopentanenitrile